CC1(CC1)C=1SC2=C(N1)C(CC1(CCNCC1)C2)=O 2-(1-methylcyclopropyl)-5H-spiro[benzo[d]thiazole-6,4'-piperidin]-4(7H)-one